N-(5-ethoxy-2-nitrophenyl)-N-methylmethanesulfonamide C(C)OC=1C=CC(=C(C1)N(S(=O)(=O)C)C)[N+](=O)[O-]